N1(CCOCC1)CCNC(=O)NC1=CC=C(C=C1)OC(F)(F)F 1-[2-(4-morpholinyl)ethyl]-3-(4-trifluoromethoxyphenyl)urea